N1(C=NC=C1)C1=CC(=CC(=N1)C(=O)OC)OCCOC Methyl 6-(1H-imidazol-1-yl)-4-(2-methoxyethoxy)picolinate